Nα-acetyl-L-tyrosine C(C)(=O)N[C@@H](CC1=CC=C(C=C1)O)C(=O)O